BrC1=CC2=C(SC(=C2)C(=O)O)C2=CC=CC=C12 5-Bromonaphtho[1,2-b]thiophene-2-carboxylic acid